Tris(hydroxymethyl)-aminomethane OCC(N)(CO)CO